(Z)-4,6-dimethoxy-2-(4-methoxybenzylidene)-7-(1-methylpiperidin-4-yl)benzofuran-3(2H)-one COC1=CC(=C(C2=C1C(/C(/O2)=C/C2=CC=C(C=C2)OC)=O)C2CCN(CC2)C)OC